4-[(cyclohexylmethyl)amino]-2-[(1-methyl-1H-pyrazol-4-yl)amino]pyrimidine-5-carboxamide C1(CCCCC1)CNC1=NC(=NC=C1C(=O)N)NC=1C=NN(C1)C